BrC1=C(C=CC(=C1)S(=O)(=O)C(CCCC1=CC=CC=C1)CC)OC 2-Bromo-4-(1-ethyl-4-phenyl-butyl)sulfonyl-1-methoxybenzene